1-Methyl-2-(6-trifluoromethoxy-benzothiazol-2-ylamino)-1H-benzoimidazole-5-carboxylic acid [2-((S)-3-dimethylamino-pyrrolidin-1-yl)-2-oxo-ethyl]-amide CN([C@@H]1CN(CC1)C(CNC(=O)C1=CC2=C(N(C(=N2)NC=2SC3=C(N2)C=CC(=C3)OC(F)(F)F)C)C=C1)=O)C